CN(CCC1=CC(=CC=2C3=CC=CC=C3NC12)N)C 1-(2-(dimethylamino)ethyl)-9H-carbazol-3-amine